tert-butyl 3-{[(2E)-3-(4-fluorobenzenesulfonyl)prop-2-en-1-yl]carbamoyl}-2-oxo-1,2,5,6,7,8-hexahydro-1,6-naphthyridine-6-carboxylate FC1=CC=C(C=C1)S(=O)(=O)/C=C/CNC(=O)C=1C(NC=2CCN(CC2C1)C(=O)OC(C)(C)C)=O